6-oxo-2-phenyl-N-[(1r,3s)-3-{[2-(trifluoromethyl)quinolin-4-yl]amino}cyclohexyl]-3,6-dihydropyrimidine-4-carboxamide O=C1C=C(NC(=N1)C1=CC=CC=C1)C(=O)N[C@H]1C[C@H](CCC1)NC1=CC(=NC2=CC=CC=C12)C(F)(F)F